FC(C(=O)O)(F)F.NCCCCOC1=CC=C(C=C1)NC(=O)C1=CC=C(CN(C(=O)C=2C=CC3=C(OCC(N3)=O)C2)C2CC2)C=C1 N-(4-((4-(4-aminobutoxy)phenyl)carbamoyl)benzyl)-N-cyclopropyl-3-oxo-3,4-dihydro-2H-benzo[b][1,4]oxazine-7-carboxamide 2,2,2-trifluoroacetate